C[C@@H]1N(CC1)C=1N=C(C2=C(N1)CCC2)C=2C=NC=NC2 (S)-2-(2-methylazetidin-1-yl)-4-(pyrimidin-5-yl)-6,7-dihydro-5H-cyclopenta[d]pyrimidine